N1(C=NC=C1)CC1CN(C(N(C1)CC1=C(C=CC(=C1)F)OC)=O)C1=CC(=C(C=C1)OC)OCCCCC 5-((1H-imidazol-1-yl)methyl)-1-(5-fluoro-2-methoxybenzyl)-3-(4-methoxy-3-(pentyloxy)phenyl)tetrahydropyrimidin-2(1H)-one